C1(CC1)C=1C(=NC=C(C1)C)OCC(C(=O)O)(C)C 3-((3-cyclopropyl-5-methylpyridin-2-yl)oxy)-2,2-dimethylpropionic acid